C(CC)P1(OC2=CC=CC=C2C=2C=CC=CC12)=O 10-propyl-9,10-dihydro-9-oxa-10-phosphaphenanthrene-10-oxide